S1C(=NC2=C1C=CC=C2)NC2=C(C=C(N=N2)NC=2SC=C(N2)C(=O)O)C(C)C ({6-[(1,3-benzothiazol-2-yl)amino]-5-(prop-2-yl)pyridazin-3-yl}amino)-1,3-thiazole-4-carboxylic acid